tris[N,N-bis(dimethylphenylsilyl)amide] yttrium [Y+3].C[Si]([N-][Si](C1=CC=CC=C1)(C)C)(C1=CC=CC=C1)C.C[Si]([N-][Si](C1=CC=CC=C1)(C)C)(C1=CC=CC=C1)C.C[Si]([N-][Si](C1=CC=CC=C1)(C)C)(C1=CC=CC=C1)C